tertiary butyl-aluminum salicylate C(C=1C(O)=CC=CC1)(=O)[O-].C(C)(C)(C)[Al+2].C(C=1C(O)=CC=CC1)(=O)[O-]